BrC=1C=C(C=CC1)C(C1=CC=CC=C1)N(C=1N(C(C(=C(N1)C(=O)OC)OC)=O)C)C methyl 2-{[(3-bromophenyl) (phenyl)methyl] (methyl)amino}-5-methoxy-1-methyl-6-oxo-1,6-dihydropyrimidine-4-carboxylate